CC1=NC=CC=C1C=1NC(C=C(C1)C1=CC(=NC=C1)NC(C)=O)=O N-[4-[2-(2-methyl-3-pyridinyl)-6-oxo-1H-pyridin-4-yl]-2-pyridinyl]acetamide